NC=1OC(=C(C(C1C#N)C1=CC=C(C(=O)O)C=C1)C(=O)OCC)C 4-(2-Amino-3-cyano-5-(ethoxycarbonyl)-6-methyl-4H-pyran-4-yl)benzoic Acid